7-amino-3-(2-fluoro-6-methyl-phenyl)-1-[(3S)-1-methylpyrrolidin-3-yl]-4H-pyrido[4,3-d]pyrimidin-2-one NC1=CC=2N(C(N(CC2C=N1)C1=C(C=CC=C1C)F)=O)[C@@H]1CN(CC1)C